C(CCCCCCCCCC=CCC=CCCCCCCCCCCCCC)(=O)O Octacosa-11,14-dienoic acid